(3-methylbut-2-oxy)-hexadecyloxybiphenyl CC(C(C)OC=1C(=C(C=CC1)C1=CC=CC=C1)OCCCCCCCCCCCCCCCC)C